C1([C@H](O)[C@@H](O)[C@H](O)[C@H](O1)CO)OC(\C=C/C1=CC=C(C=C1)O)=O cis-coumaric acid glucosyl ester